2,7-octadienyl propionate C(CC)(=O)OCC=CCCCC=C